3-(6-(4-(piperidin-4-ylmethyl)piperazin-1-yl)pyridin-3-yl)piperidine-2,6-dione N1CCC(CC1)CN1CCN(CC1)C1=CC=C(C=N1)C1C(NC(CC1)=O)=O